S1C(=CC=C1B([O-])[O-])B([O-])[O-] thiophene-2,5-diboronate